CC(C[C@@H](C(N[C@@H](C[C@H]1C(NCC1)=O)C(COC(F)(F)F)=O)=O)NC(=O)C=1NC(=CN1)C1=CC=CC=C1)C N-((S)-4-methyl-1-oxo-1-(((S)-3-oxo-1-((S)-2-oxopyrrolidin-3-yl)-4-(trifluoromethoxy)butan-2-yl)amino)pentan-2-yl)-5-phenyl-1H-imidazole-2-carboxamide